(2R,4S)-4-(4-((diphenylmethylene)amino)-3-((trimethylsilyl)ethynyl)-1H-pyrrolo[3,2-c]pyridin-1-yl)-2-(methoxymethyl)pyrrolidine-1-carboxylic acid tert-butyl ester C(C)(C)(C)OC(=O)N1[C@H](C[C@@H](C1)N1C=C(C=2C(=NC=CC21)N=C(C2=CC=CC=C2)C2=CC=CC=C2)C#C[Si](C)(C)C)COC